benzyl chloride C(C1=CC=CC=C1)Cl